CC1=C(C=C2C(N(C=NC2=C1C)[C@H]1CCOC[C@@H]1O)=O)CC1=CC=C(C=C1)C=1N=NN(C1)C 1,5-anhydro-2,3-dideoxy-3-(7,8-dimethyl-6-(4-(1-methyl-1H-1,2,3-triazol-4-yl)benzyl)-4-oxoquinazolin-3(4H)-yl)-L-threo-pentitol